1-(6-oxo-5-(trifluoromethyl)-1,6-dihydropyridin-3-yl)propan-2-yl-4-(5-chloropyrimidin-2-yl)piperazine-1-Carboxylate O=C1C(=CC(=CN1)CC(C)OC(=O)N1CCN(CC1)C1=NC=C(C=N1)Cl)C(F)(F)F